CC=1SC(=CC1C1=C(C(=C(C1(F)F)F)F)C1=C(SC(=C1)C)C)C 1,2-bis(2,5-dimethylthien-3-yl)perfluorocyclopenteneN